C1(=C(C=CC=C1)NC(=O)C1CC2(CN(C2)C(C2=C(C=CC(=C2)O)F)=O)C1)C N-o-tolyl-2-(2-fluoro-5-hydroxybenzoyl)-2-aza-6-spiro[3.3]heptanecarboxamide